1-(3-fluorophenyl)-4-(piperidin-3-yl)-N-(4-(trifluoromethyl)benzyl)-1H-imidazol-2-amine FC=1C=C(C=CC1)N1C(=NC(=C1)C1CNCCC1)NCC1=CC=C(C=C1)C(F)(F)F